tert-butyl 4-(5-(2-chloropyrimidin-4-yl)-4-(3-(2,6-difluorophenyl-sulfonamido)-2-fluorophenyl)thiazol-2-yl)-3,5-dimethylpiperazine-1-carboxylate ClC1=NC=CC(=N1)C1=C(N=C(S1)N1C(CN(CC1C)C(=O)OC(C)(C)C)C)C1=C(C(=CC=C1)NS(=O)(=O)C1=C(C=CC=C1F)F)F